[fluoro(methyl)phosphoryl]oxycyclohexane FP(=O)(C)OC1CCCCC1